(S)-4-(3-iodo-1H-pyrrolo[2,3-b]pyridin-6-yl)-3-methyl-morpholin IC1=CNC2=NC(=CC=C21)N2[C@H](COCC2)C